C(=O)(OC(C)(C)C)N(C1=C2NC=NC2=NC=N1)C(=O)OC(C)(C)C N6,N6-di-Boc-adenine